thiophen-3-yl[1,2,4]triazolo[4,3-a]quinazolin-5-amine S1C=C(C=C1)C1=NN=C2N1C1=CC=CC=C1C(=N2)N